ethyl-5-(1,3-dioxolan-2-yl)-6-(6-(trifluoromethyl) pyridin-3-yl)-2-(2-(trifluoromethyl) pyridin-4-yl)pyrimidine-4-carboxylate C(C)OC(=O)C1=NC(=NC(=C1C1OCCO1)C=1C=NC(=CC1)C(F)(F)F)C1=CC(=NC=C1)C(F)(F)F